CS(=O)(=O)N1CCC(CC1)C(=O)N[C@H]1C[C@H](CCC1)NC1=CC(=NC2=CC=CC=C12)C(F)(F)F 1-methanesulfonyl-N-[(1R,3S)-3-{[2-(trifluoromethyl)quinolin-4-yl]amino}cyclohexyl]piperidine-4-carboxamide